5-{[4-(difluoromethoxy)phenyl]sulfonyl}-3,4,5,6-tetrahydropyrrolo[3,4-c]pyrrole-2(1H)-carboxylic acid tert-butyl ester C(C)(C)(C)OC(=O)N1CC=2CN(CC2C1)S(=O)(=O)C1=CC=C(C=C1)OC(F)F